NC(CCNC(C(=O)O)(CC=O)NCCC(C)N)C bis(3-aminobutylamino)-4-oxobutanoic acid